CC=1N(C=2C(=NC=C(C2)C=2C=CN3N=C(N=CC32)NCC3COC3)N1)C1CCOCC1 5-(2-methyl-1-(tetrahydro-2H-pyran-4-yl)-1H-imidazo[4,5-b]pyridin-6-yl)-N-(oxetan-3-ylmethyl)pyrrolo[2,1-f][1,2,4]triazin-2-amine